C1(=CC=CC2=CC=CC=C12)C(=O)O.C(C=C)(=O)N1CC(CC1)C(=O)NCC1=CC2=C(C=C(O2)C(NS(=O)(=O)C2=C(C=CC=C2)F)=O)C=C1 1-propenoyl-N-((2-(((2-fluorophenyl)sulfonyl)carbamoyl)benzofuran-6-yl)methyl)pyrrolidine-3-carboxamide naphthaleneate